ClCC1=CC(=CC=C1)CCl m-di(chloromethyl)benzene